2-((2-ethylbenzothiophen-3-yl)methyl)hexahydro-2H-pyrazino[1,2-a]pyrazine-6,9-dione C(C)C=1SC2=C(C1CN1CC3N(CC1)C(CNC3=O)=O)C=CC=C2